4,5-Bis(hydroxymethyl)-2-methylpyridin-3-ol OCC1=C(C(=NC=C1CO)C)O